CC1=CC=C2C=3C=CC(=CC3C(C2=C1)(CCCCCCCC)CCCCCCCC)C1=CC=C(S1)C1=CC=C(C2=NSN=C21)C=2SC(=CC2)C 4-(5-(7-methyl-9,9-dioctyl-9H-fluoren-2-yl)thiophen-2-yl)-7-(5-methylthiophen-2-yl)benzo[c][1,2,5]thiadiazole